C12(CC(C1)C2)NC(=O)C2(CC1=CC=C(C=C1C2)NC([C@H](C2CCCCC2)NC(=O)C2=CC=NN2C)=O)N2CC1(CC1)CNC2=O N-((1S)-2-((2-(bicyclo[1.1.1]pentan-1-ylcarbamoyl)-2-(6-oxo-5,7-diazaspiro[2.5]octan-5-yl)-2,3-dihydro-1H-inden-5-yl)amino)-1-cyclohexyl-2-oxoethyl)-1-methyl-1H-pyrazole-5-carboxamide